C(C(C)C)[Si](OCC)(OCC)OCC i-butyl-triethoxysilane